(1s,4s)-4-((6-(N-(5-chloro-6-(2,6-dimethylphenyl)pyridin-2-yl)sulfamoyl)pyridin-2-yl)oxy)cyclohexane-1-carboxylic acid ClC=1C=CC(=NC1C1=C(C=CC=C1C)C)NS(=O)(=O)C1=CC=CC(=N1)OC1CCC(CC1)C(=O)O